C(C)OC(C)OCCC1=CC=CC=C1 [2-(1-ethoxyethoxy)ethyl]Benzene